N1(CCC=CC1)C(=O)O 3,6-dihydro-2H-pyridine-1-carboxylic acid